4-(2-(methylthio)pyrimidin-4-yl)tetrahydro-2H-pyran-4-carbaldehyde CSC1=NC=CC(=N1)C1(CCOCC1)C=O